(R)-1-(tetrahydro-2H-pyran-4-yl)ethane-1-amine hydrochloride Cl.O1CCC(CC1)[C@@H](C)N